N-(4-cyano-2-fluorophenyl)-2-(4-((1-(2-(2,6-dioxopiperidin-3-yl)-1,3-dioxoisoindolin-5-yl)azetidin-3-yl)ethynyl)-1H-pyrazol-1-yl)-2-methylpropanamide C(#N)C1=CC(=C(C=C1)NC(C(C)(C)N1N=CC(=C1)C#CC1CN(C1)C=1C=C2C(N(C(C2=CC1)=O)C1C(NC(CC1)=O)=O)=O)=O)F